4-(2-((6-methoxypyridin-3-yl)methyl)-1-oxo-1,2-dihydro-phthalazin-6-ylsulfonyl)thiophene-2-carboxamide COC1=CC=C(C=N1)CN1C(C2=CC=C(C=C2C=N1)S(=O)(=O)C=1C=C(SC1)C(=O)N)=O